2-(2,6-dioxo-3-piperidyl)-5-[4-[[4-[4-[6-[5-(1-methylcyclopropoxy)-2H-indazol-3-yl]pyrimidin-4-yl]piperazine-1-carbonyl]-1-piperidyl]methyl]-1-piperidyl]isoindoline-1,3-dione O=C1NC(CCC1N1C(C2=CC=C(C=C2C1=O)N1CCC(CC1)CN1CCC(CC1)C(=O)N1CCN(CC1)C1=NC=NC(=C1)C=1NN=C2C=CC(=CC12)OC1(CC1)C)=O)=O